COC1=C(C=CC=C1)[C@H]1[C@@H](C1)NC(N([C@H]1CN(CCC1)C=1N=NC=CC1)C)=O 3-[(1R,2S)-2-(2-methoxyphenyl)cyclopropyl]-1-methyl-1-[(3R)-1-(pyridazin-3-yl)piperidin-3-yl]urea